4-BENZYLTHIOPHENYLBORONIC ACID C(C1=CC=CC=C1)SC1=CC=C(C=C1)B(O)O